6-(6-fluoroquinolin-4-ylamino)-N-(4-(pyridin-4-ylamino)phenyl)nicotinamide FC=1C=C2C(=CC=NC2=CC1)NC1=NC=C(C(=O)NC2=CC=C(C=C2)NC2=CC=NC=C2)C=C1